C12CCCC(CC1)N2C2=C(C=C1C(=N2)COC1)C(=O)O 2-(8-azabicyclo[3.2.1]oct-8-yl)-5,7-dihydrofuro[3,4-b]pyridine-3-carboxylic acid